C(C(C)CCC[C@@H](C)[C@H]1CC[C@H]2[C@@H]3CCC4CCCC[C@]4(C)[C@H]3CC[C@]12C)(=O)OC(C1=CC(=CC(=C1)N)N)=O 3,5-diaminobenzoic acid cholestanoyl ester